stearyl argininate N[C@@H](CCCNC(N)=N)C(=O)OCCCCCCCCCCCCCCCCCC